N[C@H](C(=O)N[C@@H]1[C@H]([C@H](NC1)C(=O)O)CCCB(O)O)[C@H](CC)C (2S,3R,4R)-4-((2S,3S)-2-amino-3-methylpentanamido)-3-(3-boronopropyl)pyrrolidine-2-carboxylic acid